17,17-Bis(ethylendioxy)androstane-6β-ol C1OC23[C@]4(C)[C@@H](CC2(OCCO3)OC1)[C@@H]1C[C@H](C3CCCC[C@]3(C)[C@H]1CC4)O